3-(2,2-dimethylhydrazono)-2-methylbutan-2-olate CN(N=C(C(C)([O-])C)C)C